(E)-3-((3-((E)-4-((2,6-dimethylmorpholino)methyl)styryl)-4-methoxy-1-(tetrahydro-2H-pyran-2-yl)-1H-indazol-6-yl)methylene)-5-methoxyindolin-2-one CC1OC(CN(C1)CC1=CC=C(/C=C/C2=NN(C3=CC(=CC(=C23)OC)\C=C/2\C(NC3=CC=C(C=C23)OC)=O)C2OCCCC2)C=C1)C